O-(3-methoxyphenyl)-L-serine COC=1C=C(C=CC1)OC[C@H](N)C(=O)O